C(=C)B1OC(C(O1)(C)C)(C)C 2-ethenyl-4,4,5,5-tetra-methyl-1,3,2-dioxaborolane